(S)-heptyl 2-aminopropanoate hydrochloride Cl.N[C@H](C(=O)OCCCCCCC)C